amino-4-(piperazin-1-yl)benzamide NC1=C(C(=O)N)C=CC(=C1)N1CCNCC1